C[C@@H]1N[C@@H](C[C@](C1)(O)C1=C(C(=C(C(=C1[2H])[2H])C(F)(F)F)[2H])[2H])C=1N=NN(C1)C (2S,4S,6S)-2-methyl-6-(1-methyl-1H-1,2,3-triazol-4-yl)-4-(4-(trifluoromethyl)phenyl-2,3,5,6-d4)piperidin-4-ol